[3,3'-bipyridine]-2(1H)-one N1C(C(=CC=C1)C=1C=NC=CC1)=O